S(=O)(=O)([O-])[O-].[NH4+].C(C)(C)O.[NH4+] Isopropyl alcohol ammonium sulfate